COC1=CC=C(CN(C=2C(NC(=C(C2)Br)C(F)(F)F)=O)CC2=CC=C(C=C2)OC)C=C1 3-(bis(4-methoxybenzyl)amino)-5-bromo-6-(trifluoromethyl)pyridin-2(1H)-one